BrC1=CN=C(N1C)C(=O)NC1=CC(=C(C(=O)N2CCN(CC2)C(=O)OC(C)(C)C)C=C1)F tert-butyl 4-[4-[(5-bromo-1-methyl-imidazole-2-carbonyl)amino]-2-fluoro-benzoyl]piperazine-1-carboxylate